OC=1C=C(C2=COC3=CC(=CC=C3C2=O)O)C=CC1 3',7-dihydroxyisoflavone